BrC1=CC=CN2C(=C(C=C12)C#CC=O)CC(F)(F)F 3-[8-Bromo-3-(2,2,2-trifluoroethyl)indolizin-2-yl]prop-2-ynal